Bis-aminosilane N[SiH2]N